FC1=C(C=CC(=C1)C(F)(F)F)N1CCN(CC1)C(=O)C1=CC=C2C=CC(NC2=C1)=O 7-(4-(2-fluoro-4-(trifluoromethyl)phenyl)piperazine-1-carbonyl)quinolin-2(1H)-one